N1C(=CC=2C=NC=CC21)CNC(CN2C(=NC=C(C2=O)NC(=O)C=2N=C(SC2)C2=CC=CC=C2)C)=O N-(1-(2-(((1H-pyrrolo[3,2-c]pyridin-2-yl)methyl)amino)-2-oxoethyl)-2-methyl-6-oxo-1,6-dihydropyrimidin-5-yl)-2-phenylthiazole-4-carboxamide